(5-iodo-2-((R)-3-methylmorpholino)-7-(1-(tetrahydro-2H-pyran-2-yl)-1H-pyrazol-5-yl)imidazo[1,5-b]pyridazin-4-yl)cyclopropane-1-carbonitrile IC=1N=C(N2N=C(C=C(C21)C2(CC2)C#N)N2[C@@H](COCC2)C)C2=CC=NN2C2OCCCC2